ClC1=C(C=C(C=2C(=C3N(C12)CCN(C3)C(=O)OC(C)(C)C)C=3C=NNC3)NC(CO)=O)Cl tert-Butyl 6,7-dichloro-9-[(2-hydroxy acetyl)amino]-10-(1H-pyrazol-4-yl)-3,4-dihydro-1H-pyrazino[1,2-a]indole-2-carboxylate